2-[[5-ethylsulfanyl-2-methyl-6-[7-methyl-3-(trifluoromethyl)imidazo[4,5-c]pyridazin-6-yl]-3-pyridyl]oxy]-2-methyl-propanenitrile C(C)SC=1C=C(C(=NC1C1=NC2=C(N=NC(=C2)C(F)(F)F)N1C)C)OC(C#N)(C)C